trans-4-[[5-fluoro-4-[2-(2-oxo-1,3-oxazinan-3-yl)-4-pyridyl]pyrimidin-2-yl]amino]cyclohexanecarboxamide FC=1C(=NC(=NC1)N[C@@H]1CC[C@H](CC1)C(=O)N)C1=CC(=NC=C1)N1C(OCCC1)=O